NC=1C=CC=C2CCN(C12)C(CC)=O 1-(7-aminoindolin-1-yl)propan-1-one